((E)-1-(2,3-Difluorobenzoyl)-2-(dimethylamino)vinyloxy)benzonitrile FC1=C(C(=O)/C(=C\N(C)C)/OC2=C(C#N)C=CC=C2)C=CC=C1F